FC=1C(=C(C=CC1F)[C@H]1[C@@H](O[C@]([C@H]1C)(C(F)(F)F)C)C(=O)NC1=CC=NC=C1)OCCC=1N=CN(C1)C 4-((2r,3s,4s,5r)-3-(3,4-difluoro-2-(2-(1-methyl-1H-imidazol-4-yl)ethoxy)phenyl)-4,5-dimethyl-5-(trifluoromethyl)tetrahydrofuran-2-carboxamido)pyridine